N-[(1S,3R,4R)-rel-7-[3-(4-cyano-3-fluoro-phenyl)-4-[6-fluoro-1-(2-hydroxy-2-methyl-propyl)indazol-5-yl]benzoyl]-7-azabicyclo[2.2.1]hept-3-yl]-2,4-dinitrobenzenesulfonamide C(#N)C1=C(C=C(C=C1)C=1C=C(C(=O)N2[C@@H]3C[C@H]([C@H]2CC3)NS(=O)(=O)C3=C(C=C(C=C3)[N+](=O)[O-])[N+](=O)[O-])C=CC1C=1C=C3C=NN(C3=CC1F)CC(C)(C)O)F |o1:14,16,17|